[N+](=O)([O-])C1=CC=C(/C=C/C2=CC=C(OCCOCCOCCNC(OC(C)(C)C)=O)C=C2)C=C1 tert-butyl (E)-(2-(2-(2-(4-(4-nitrostyryl)phenoxy)ethoxy)ethoxy)ethyl)carbamate